4-(propan-2-yloxy)piperidin CC(C)OC1CCNCC1